Cl.OC1=C(C(N(C2=CC=C(C=C12)N1CCN(CC1)C)CC(C)C)=O)C(=O)NC1=NC=CC=C1C 4-hydroxy-1-isobutyl-6-(4-methylpiperazin-1-yl)-N-(3-methylpyridin-2-yl)-2-oxo-1,2-dihydroquinoline-3-carboxamide hydrochloride